CCCCCC1=CC=CC(=O)O1 6-pentyl-α-pyrone